imino(2-(1-(7-methoxyquinolin-4-yl)piperidin-4-yl)ethyl)(methyl)-λ6-sulfanone N=S(=O)(C)CCC1CCN(CC1)C1=CC=NC2=CC(=CC=C12)OC